3-[1-(3-carboxybenzoyl)-5-{[(5-chlorothiophen-2-yl)methyl]amino}-4-fluoro-1H-pyrazol-3-yl]-1-(pyrrolidine-1-sulfonyl)pyrrolidine-2-carboxylic acid C(=O)(O)C=1C=C(C(=O)N2N=C(C(=C2NCC=2SC(=CC2)Cl)F)C2C(N(CC2)S(=O)(=O)N2CCCC2)C(=O)O)C=CC1